1,2,3,4-tetrahydroisoquinolin-6-ol hydrochloride Cl.C1NCCC2=CC(=CC=C12)O